iron water silicon [Si].O.[Fe]